N-[2-methoxy-4-(trifluoromethoxy)phenyl]-3-methyl-piperidin-4-amine COC1=C(C=CC(=C1)OC(F)(F)F)NC1C(CNCC1)C